BrC1=CC=C(C=C1)C1(C(C=CC=C1F)F)N 4'-bromo-2,6-difluorobiphenyl-1-amine